(1aS,5aS)-2-(2,4-Difluoro-phenyl)-1a,2,5,5a-tetrahydro-1H-2,3-diaza-cyclopropa[a]pentalene-4-carboxylic acid (3-chloro-5-methyl-pyridin-2-yl)-amide ClC=1C(=NC=C(C1)C)NC(=O)C=1C=2C[C@H]3[C@@H](C2N(N1)C1=C(C=C(C=C1)F)F)C3